4-(((3-chloro-6,7-dihydrospiro[cyclopenta[d]pyrazolo[1,5-a]pyrimidine-5,1'-cyclopentan]-8-yl)amino)methyl)benzoic acid ClC=1C=NN2C1N=C1C(=C2NCC2=CC=C(C(=O)O)C=C2)CCC12CCCC2